(S)-2-(4-isopropyl-1,2,3-thiadiazole-5-carboxamido)-N1-(1-(2-(2-adamantylamino)-2-oxoethyl)-2-oxo-1,2-dihydropyridin-3-yl)-N6-methyl-5-oxohexanediamide C(C)(C)C=1N=NSC1C(=O)N[C@H](C(=O)NC=1C(N(C=CC1)CC(=O)NC1C2CC3CC(CC1C3)C2)=O)CCC(C(=O)NC)=O